N-(5-(3-Methyl-2'-oxo-2',3'-dihydrospiro[cyclopropane-1,1'-pyrrolo[2,3-c]quinolin]-8'-yl)-2-(4-(methylamino)butoxy)pyridin-3-yl)benzenesulfonamide CC1CC12C(NC=1C=NC=3C=CC(=CC3C12)C=1C=C(C(=NC1)OCCCCNC)NS(=O)(=O)C1=CC=CC=C1)=O